FC1=CC(=CC=2NC(=NC21)C2=CC(=CN2)C(=O)C2=C(C=CC=C2)C(F)(F)F)C2(CCOCC2)O (5-(4-fluoro-6-(4-hydroxytetrahydro-2H-pyran-4-yl)-1H-benzo[d]imidazol-2-yl)-1H-pyrrol-3-yl)(2-(trifluoromethyl)phenyl)methanone